COC1=CC=2N(C(C(=C(N2)C(F)(F)F)C=2C=NN(C2)CC(F)(F)F)=O)C=C1 8-methoxy-3-(1-(2,2,2-trifluoroethyl)-1H-pyrazol-4-yl)-2-(trifluoromethyl)-4H-pyrido[1,2-a]pyrimidin-4-one